N-fluorenyl-benzocarbazole compound with quinoxaline N1=CC=NC2=CC=CC=C12.C1(=CC=CC=2C3=CC=CC=C3CC12)N1C=2C3=C(C=CC2C=2C=CC=CC12)C=CC=C3